benzyl (2R,3S,5S)-3-amino-2-((((CIS)-4-(3-fluorophenyl)cyclohexyl)oxy)methyl)-5-(methoxymethyl)pyrrolidine-1-carboxylate N[C@@H]1[C@@H](N([C@@H](C1)COC)C(=O)OCC1=CC=CC=C1)CO[C@@H]1CC[C@@H](CC1)C1=CC(=CC=C1)F